FC1=CC(=C(C=C1)N[C@H](C)C=1C=C(C=C2C(N(C(=NC12)C1(CCOCC1)C)C)=O)C)C1CCN(CC1)C(CC)=O (R)-8-(1-((4-fluoro-2-(1-propionylpiperidin-4-yl)phenyl)amino)ethyl)-3,6-dimethyl-2-(4-methyltetrahydro-2H-pyran-4-yl)quinazolin-4(3H)-one